2-(4-(3-(1-(5-chloropyrimidin-2-yl)piperidin-4-yl)propoxy)-2-fluorophenyl)-1-((1S,4S)-5-((2S,3R,4R,5R)-2,3,4,5,6-pentahydroxyhexyl)-2,5-diazabicyclo[2.2.1]heptan-2-yl)ethan-1-one ClC=1C=NC(=NC1)N1CCC(CC1)CCCOC1=CC(=C(C=C1)CC(=O)N1[C@@H]2CN([C@H](C1)C2)C[C@@H]([C@H]([C@@H]([C@@H](CO)O)O)O)O)F